4-((R)-1-(3-(difluoromethyl)-2-fluorophenyl)ethyl)-2-methyl-6-(((S)-tetrahydrofuran-3-yl)oxy)pyrido[2,3-d]pyrimidine-4,7-diamine FC(C=1C(=C(C=CC1)[C@@H](C)C1(C2=C(N=C(N1)C)N=C(C(=C2)O[C@@H]2COCC2)N)N)F)F